The molecule is an oxoeicosadienoic acid that consists of 11Z,13E-oxoeicosadienoic acid with the oxo substituent located at position 15. It has a role as a metabolite. It is an OxoEDE and an enone. It derives from a 15-HEDE. It is a conjugate acid of a 15-oxo-EDE(1-). CCCCCC(=O)/C=C/C=C\\CCCCCCCCCC(=O)O